ClC=1C=C(C=CC1F)NC(=O)C1=C(N=CN1C)C1CC2CC(CC2C1)(O)C1=C(C(=NN1C)C(C)(C)O)F N-(3-chloro-4-fluorophenyl)-4-(5-(4-fluoro-3-(2-hydroxypropan-2-yl)-1-methyl-1H-pyrazol-5-yl)-5-hydroxyoctahydropentalen-2-yl)-1-methyl-1H-imidazole-5-carboxamide